2-(6-chloropyridazin-3-yl)-N-(5-(dimethylamino)pyridin-3-yl)propanamide ClC1=CC=C(N=N1)C(C(=O)NC=1C=NC=C(C1)N(C)C)C